2-cyclopropyl-5-iodo-1H-1,3-benzodiazole C1(CC1)C1=NC2=C(N1)C=CC(=C2)I